1-allyl-3-methylimidazole p-toluenesulfonate salt CC1=CC=C(C=C1)S(=O)(=O)O.C(C=C)N1CN(C=C1)C